N1CCC=C2C=CC(N=C12)=O DIHYDRO[1,8]NAPHTHYRIDIN-7-ONE